ClC1=C(C(=O)[O-])C=CC(=C1)Cl 2,4-dichlorobenzoate